NC(C#N)(C(C)C)C 2-amino-2,3-dimethyl-butyronitrile